p-coumaryl-acetic acid C(\C=C\C1=CC=C(C=C1)O)CC(=O)O